C(C)C1(OCC2(CO1)[C@@H](CC[C@H](C2)C)C(C)C)CC (7S,10R)-3,3-diethyl-7-isopropyl-10-methyl-2,4-dioxaspiro[5.5]undecane